2-((2,6-dimethyl)benzyloxy)-N-(pyridin-3-yl)benzamide diethyl-(3,5-dimethyl-1-(2-oxo-1,2-dihydropyridin-4-yl)-1H-pyrazole-4-carbonyl)-L-valyl-D-glutamate C(C)[C@](N(C(=O)C=1C(=NN(C1C)C1=CC(NC=C1)=O)C)CC)(C(C)C)C(=O)N[C@H](CCC(=O)O)C(=O)O.CC1=C(COC2=C(C(=O)NC=3C=NC=CC3)C=CC=C2)C(=CC=C1)C